2-((2-((4-(4-(4-(2,6-dioxopiperidin-3-yl)benzyl)piperazin-1-yl)-2-isopropoxy-5-methylphenyl)amino)-5-(trifluoromethyl)pyridin-4-yl)amino)-N-methylbenzamide O=C1NC(CCC1C1=CC=C(CN2CCN(CC2)C2=CC(=C(C=C2C)NC2=NC=C(C(=C2)NC2=C(C(=O)NC)C=CC=C2)C(F)(F)F)OC(C)C)C=C1)=O